ClC1=C(C=C(C=C1)CN1C[C@H]2CCC(N3[C@]2(CC1)OC[C@@H]3C(C)C)=O)C(F)(F)F (3S,7aR,11aR)-9-[[4-chloro-3-(trifluoromethyl)phenyl]methyl]-3-isopropyl-2,3,6,7,7a,8,10,11-octahydrooxazolo[2,3-j][1,6]naphthyridin-5-one